N'-(2,5-Dimethyl-4-{[3-(1,1,2,2-tetrafluoroethoxy)phenyl]sulfanyl}phenyl)-N-ethyl-N-methylimidoformamid CC1=C(C=C(C(=C1)SC1=CC(=CC=C1)OC(C(F)F)(F)F)C)N=CN(C)CC